6-[(7S)-2-{3-[5-(3,6-Dimethylpyrazin-2-yl)pyridin-2-yl]-1H-pyrrolo[2,3-b]pyridin-5-yl}-6,7,8,9-tetrahydro-5H-benzo[7]annulen-7-yl]-3-oxa-6-azabicyclo[3.1.1]heptane CC=1C(=NC(=CN1)C)C=1C=CC(=NC1)C1=CNC2=NC=C(C=C21)C=2C=CC1=C(CC[C@H](CC1)N1C3COCC1C3)C2